N1C=NC2=C1C=CC(=C2)N2C([C@@H]([C@@H]2C2=C(C=C(C=C2F)C=2C=NN(C2)C(F)(F)F)F)C2COC2)=O (3R,4R)-1-(1H-benzo[d]imidazol-5-yl)-4-(2,6-difluoro-4-(1-(trifluoromethyl)-1H-pyrazol-4-yl)phenyl)-3-(oxetan-3-yl)azetidin-2-one